C1([C@H](O)[C@H](O)[C@H](O1)CO)N1C(N=CC=C1)=O ribofuranosyl-2(1H)-pyrimidinone